lithium 2-sulfo-1,2-ethylene glycol S(=O)(=O)(O)C(CO)O.[Li]